[2-(3-bromo-5-fluoro-2-hydroxy-anilino)-2-oxo-ethyl]acetate BrC=1C(=C(NC(COC(C)=O)=O)C=C(C1)F)O